C1(CCCC1)C1=C(C=CC=C1)C1(CN(C1)C(CC(C(=O)O)(C)C)=O)C(NC=1C(=NC(=CC1)C)OC(F)F)=O 4-(3-(2-cyclopentylphenyl)-3-((2-(difluoromethoxy)-6-methylpyridin-3-yl)carbamoyl)azetidin-1-yl)-2,2-dimethyl-4-oxobutanoic acid